8-fluoro-N-[(1S)-1-[(3-fluorophenyl)methyl]-1,3-dimethyl-butyl]Quinoline-3-carboxamide ethyl-1-(2-ethoxy-2-oxoethyl)-3-methylpiperidine-4-carboxylate C(C)OC(=O)C1C(CN(CC1)CC(=O)OCC)C.FC=1C=CC=C2C=C(C=NC12)C(=O)N[C@](CC(C)C)(C)CC1=CC(=CC=C1)F